1-((3-(5-(6-methylpyrazin-2-yl)-4,5-dihydro-1H-pyrazole-1-carbonyl)bicyclo[1.1.1]pentan-1-yl)methyl)-1H-indazole-5-carbonitrile CC1=CN=CC(=N1)C1CC=NN1C(=O)C12CC(C1)(C2)CN2N=CC1=CC(=CC=C21)C#N